3-[6-nitro-3-(ethoxycarbonyl)-2-methylquinolin-4-yl]propanoic acid [N+](=O)([O-])C=1C=C2C(=C(C(=NC2=CC1)C)C(=O)OCC)CCC(=O)O